O1C(=NC2=C1C=CC=C2)C=2N=C(N(C(C2O)=O)C)N2[C@H](C1=CC(=CC=C1CC2)C(=O)N(C)C)C2=CC=CC=C2 (S)-2-(4-(benzo[d]oxazol-2-yl)-5-hydroxy-1-methyl-6-oxo-1,6-dihydropyrimidin-2-yl)-N,N-dimethyl-1-phenyl-1,2,3,4-tetrahydroisoquinoline-7-carboxamide